3-amino-4-nitro-2-(trifluoromethyl)benzoic acid NC=1C(=C(C(=O)O)C=CC1[N+](=O)[O-])C(F)(F)F